(S)-N-(1-(6,7-difluoro-1-oxo-1,2-dihydroisoquinolin-4-yl)ethyl)-5,6-difluoro-N-methyl-1H-benzo[d]imidazole-2-carboxamide FC=1C=C2C(=CNC(C2=CC1F)=O)[C@H](C)N(C(=O)C1=NC2=C(N1)C=C(C(=C2)F)F)C